C(C)C1=C(C(=C(C(=C1C)CC)CC)S(=O)(=O)[O-])CC.C(C)[N+](CC)(CC)CC tetraethylammonium tetraethyl-para-toluenesulfonate